C(C(=C)C)(=O)NCCC[N+](CCCS(=O)(=O)[O-])(C)C 3-((3-methacrylamido-propyl)dimethylammonio)-propane-1-sulfonate